C(C)(C)(C)C=1OC(=CN1)C(=O)NCC1=C(C(=C(C=C1)C1=CC(=NC=C1)NC(=O)C1CC1)F)C 2-(tert-butyl)-N-(4-(2-(cyclopropanecarboxamido)pyridin-4-yl)-3-fluoro-2-methylbenzyl)oxazole-5-carboxamide